C(C)(C)(C)OC(C(CN1CC2OCCN(C2C1=O)C(=O)OCC1=CC=CC=C1)(C)C)=O (4S,7S)-benzyl 6-(3-(tert-butoxy)-2,2-dimethyl-3-oxopropyl)-5-oxohexahydropyrrolo[3,4-b][1,4]oxazine-4(4aH)-carboxylate